C(C1=CC=CC=C1)N1C=CC2=C(C=CC=C12)CN (1-benzyl-1H-indol-4-yl)methanamine